6-(((benzyloxy)carbonyl)amino)hexanoate C(C1=CC=CC=C1)OC(=O)NCCCCCC(=O)[O-]